N-(7-chloro-6-(1-((3S,4S)-4-hydroxy-3-methyltetrahydrofuran-3-yl)piperidin-4-yl)isoquinolin-3-yl)-2-(1,3-dimethyl-1H-pyrazol-4-yl)acetamide ClC1=C(C=C2C=C(N=CC2=C1)NC(CC=1C(=NN(C1)C)C)=O)C1CCN(CC1)[C@]1(COC[C@H]1O)C